Dibutyl methylenebisthioglycolate C(C(C(=O)OCCCC)S)C(C(=O)OCCCC)S